Cl.C1(CC1)C1CCNCC1 4-cyclopropylpiperidine hydrogen chloride